4-bromo-3-chloro-N-(2-hydroxycyclohexyl)benzenesulfonamide BrC1=C(C=C(C=C1)S(=O)(=O)NC1C(CCCC1)O)Cl